FC(C1CC2=CC=3CCCC3C(=C2C1)NC(=O)N=S(=O)(N)C=1C=NN2C1OCCC2)(F)F N'-((2-(trifluoromethyl)-1,2,3,5,6,7-hexahydro-s-indacen-4-yl)carbamoyl)-6,7-dihydro-5H-pyrazolo[5,1-b][1,3]oxazine-3-sulfonimidamide